(S)-4-(2-(1-(1-methylpyrrolidin-2-yl)cyclopropyloxy)-4-(piperazin-1-yl)-5,8-dihydropyrido[3,4-d]pyrimidin-7(6H)-yl)naphthalen-2-ol CN1[C@@H](CCC1)C1(CC1)OC=1N=C(C2=C(N1)CN(CC2)C2=CC(=CC1=CC=CC=C21)O)N2CCNCC2